2-(dimethylamino)4-{2-[2-(difluoromethyl)-4-methoxy-1H-benzo[d]imidazol-1-yl]-6-morpholinopyrimidin-4-yl}piperazine CN(C1NCCN(C1)C1=NC(=NC(=C1)N1CCOCC1)N1C(=NC2=C1C=CC=C2OC)C(F)F)C